6-[7-fluoro-2-(3-fluoro-4-piperidyl)indazol-5-yl]-2,8-dimethyl-imidazo[1,2-b]pyridazine FC1=CC(=CC2=CN(N=C12)C1C(CNCC1)F)C=1C=C(C=2N(N1)C=C(N2)C)C